C(C)(C)(C)OC(=O)N1CCC(CC1)C(C1=CC=CC=C1)N1N=C(N=N1)CO 4-((5-(hydroxymethyl)-2H-tetrazol-2-yl)(phenyl)methyl)piperidine-1-carboxylic acid tert-butyl ester